tert-butyl 4-(((S)-8-bromo-3,4-dihydro-6-methyl-4-oxo-2H-chromen-3-yl)methyl)cyclohexylcarbamate BrC=1C=C(C=C2C([C@H](COC12)CC1CCC(CC1)NC(OC(C)(C)C)=O)=O)C